FC1=C(C=C2C(CNC(C2=C1)=O)(C)C)B1OC(C(O1)(C)C)(C)C 7-fluoro-4,4-dimethyl-6-(4,4,5,5-tetramethyl-1,3,2-dioxaborolan-2-yl)-3,4-dihydroisoquinolin-1(2H)-one